(S)-2-((S)-4,4-difluoro-3-(6-oxo-1,6-dihydropyridin-3-yl)piperidin-1-yl)-N-((5S,7R)-5-(3,5-difluorophenyl)-7-hydroxy-6,7-dihydro-5H-pyrrolo[1,2-a]imidazol-2-yl)propanamide FC1([C@H](CN(CC1)[C@H](C(=O)NC=1N=C2N(C1)[C@@H](C[C@H]2O)C2=CC(=CC(=C2)F)F)C)C2=CNC(C=C2)=O)F